N1(CCCC2=CC=CC=C12)C=O (3,4-dihydro-quinolin-1(2H)-yl)methanone